2-(3,5-dichloro-4-((2-ethyl-4-methylquinolin-6-yl)oxyl)phenyl)-3,5-dioxo-2,3,4,5-tetrahydro-1,2,4-triazine-6-carbonitrile ClC=1C=C(C=C(C1OC=1C=C2C(=CC(=NC2=CC1)CC)C)Cl)N1N=C(C(NC1=O)=O)C#N